FC1=CC=C(OC2=CC=C(C=C2)C2=CC(=CC(=N2)C(=O)NCCN2CCCCC2)CO)C=C1 6-(4-(4-fluorophenoxy)phenyl)-4-(hydroxymethyl)-N-(2-(piperidin-1-yl)ethyl)picolinamide